Sodium (2S)-[(N-{N-[(benzyloxy)carbonyl]glycyl}-L-alaninyl)amino]-1-hydroxy-3-(4-hydroxyphenyl)propane-1-sulfonate C(C1=CC=CC=C1)OC(=O)NCC(=O)N[C@@H](C)C(=O)NC(CCC1=CC=C(C=C1)O)(S(=O)(=O)[O-])O.[Na+]